ClC=1C=C(C(=O)N[C@@H]2CC[C@H](N(C2)C(=O)OC(C)(C)C)C=2OC(=NN2)OCCOC(F)(F)F)C=CC1Cl tert-butyl (2S,5R)-5-[(3,4-dichlorobenzoyl)amino]-2-[5-[2-(trifluoromethoxy)ethoxy]-1,3,4-oxadiazol-2-yl]piperidine-1-carboxylate